COC1=C(C(=CC=C1)OC)N1C(=NC=2C1=NC(=CN2)NS(=O)(=O)C2CC2)C2=NC(=CC=C2)OCC N-(1-(2,6-dimethoxyphenyl)-2-(6-ethoxypyridin-2-yl)-1H-imidazo[4,5-b]pyrazin-6-yl)cyclopropanesulfonamide